CC=1C(=NC=CC1)NC(=S)N 1-(3-methylpyridin-2-yl)thiourea